OC1CCN(CC1)[C@@H]1CN(CCC1)C(=O)OC(C)(C)C tert-butyl (3S)-3-(4-hydroxy-1-piperidyl)piperidine-1-carboxylate